tert-butyl (1S,3S,4S)-3-(2-(tert-butoxycarbonyl)-2,7-diazaspiro[3.5]nonane-7-carbonyl)-5-oxo-2-azabicyclo[2.2.2]octane-2-carboxylate C(C)(C)(C)OC(=O)N1CC2(C1)CCN(CC2)C(=O)[C@H]2N([C@@H]1CC([C@H]2CC1)=O)C(=O)OC(C)(C)C